FC1=C(C(=O)NC)C=CC(=C1)C=1C=NC=2N(N1)C(=CN2)CC=2C=C1C=CC=NC1=CC2 2-fluoro-N-methyl-4-(7-(quinolin-6-ylmethyl)imidazo[1,2-b][1,2,4]triazin-2-yl)benzamide